C1(CCCCC1)CN1[C@H](CN(CC1)CC1=CC=2N(C=C1)N=CC2N2C(NC(CC2)=O)=O)C (S)-1-(5-((4-(cyclohexylmethyl)-3-methylpiperazin-1-yl)methyl)pyrazolo[1,5-a]pyridin-3-yl)dihydropyrimidine-2,4(1H,3H)-dione